phosphorus oxyiodide P(=O)(I)(I)I